C(C)(C)C=1N(C(=CN1)C1=CC=CC=C1)C 2-isopropyl-1-methyl-5-phenyl-imidazole